(1R,3S)-3-[8-(methoxycarbonyl)-3-[(2S)-1-phenylpropan-2-yl]-3H,6H,7H,8H,9H-imidazo[4,5-h]isoquinolin-2-yl]cyclohexane-1-carboxylic acid COC(=O)N1CC=2C3=C(C=CC2CC1)N(C(=N3)[C@@H]3C[C@@H](CCC3)C(=O)O)[C@H](CC3=CC=CC=C3)C